ClC=1C=C(C=C(C1)Cl)NC1C(N(CCC1)C1CNCCC1C)=O trans-3-(3,5-Dichlorophenylamino)-4'-methyl-1,3'-bipiperidin-2-one